2,2-dimethylolbutyric acid lanthanum [La].C(O)C(C(=O)O)(CC)CO